1-benzyl 4-ethyl 5-((methylsulfonyl)oxy)azepane-1,4-dicarboxylate CS(=O)(=O)OC1C(CCN(CC1)C(=O)OCC1=CC=CC=C1)C(=O)OCC